CC1=NC(=CC(=C1)C=1NC2=CC=C(C=C2C1C(C)C)C1CCN(CC1)CC(=O)NCC(C)(C)O)C 2-(4-(2-(2,6-dimethylpyridin-4-yl)-3-isopropyl-1H-indol-5-yl)piperidin-1-yl)-N-(2-hydroxy-2-methylpropyl)acetamide